CC(C)(C1=CC=CC=C1)C2=CC(=CC=C2)O cumylphenol